6-iodo-4-phenoxy-7-((2-(trimethylsilyl)ethoxy)-methyl)-7H-pyrrolo[2,3-d]pyrimidine IC1=CC2=C(N=CN=C2OC2=CC=CC=C2)N1COCC[Si](C)(C)C